tert-butyl (S)-8-(((S)-2,6-dioxopiperidin-3-yl)carbamoyl)-9-fluoro-1,2,4a,5-tetrahydrobenzo[b]pyrazino[1,2-d][1,4]oxazine-3(4H)-carboxylate O=C1NC(CC[C@@H]1NC(=O)C=1C(=CC2=C(OC[C@H]3N2CCN(C3)C(=O)OC(C)(C)C)C1)F)=O